S(=O)(=O)(ON1C2C=C(CN(C1=O)C2)N2N=C(C=C2)CO[Si](C)(C)C(C)(C)C)[O-].[NH+]2=CC=CC=C2 pyridinium [3-[3-[[tert-butyl(dimethyl)silyl]oxymethyl] pyrazol-1-yl]-7-oxo-1,6-diazabicyclo[3.2.1]oct-3-en-6-yl] sulfate